butylenebis-stearic acid amide C(CCCCCCCCCCCCCCCCCCCCC(=O)N)CCCCCCCCCCCCCCCCCC(=O)N